NC1=NC=CC=C1C1=NC2=C(N1C1=CC=C(C=C1)CO)C=C(C=C2)C#N 2-(2-aminopyridin-3-yl)-1-(4-(hydroxymethyl)phenyl)-1H-benzo[d]imidazole-6-carbonitrile